(+)-cis-(-)-trans-p-menthane-3,8-diol C1(CC(C(CC1)C(C)(C)O)O)C